CC(=O)N[C@@H]1[C@H](C[C@@](O[C@H]1[C@@H]([C@@H](CO)O)O)(C(=O)O)OC[C@@H]2[C@@H]([C@@H]([C@H]([C@@H](O2)O[C@@H]3[C@H](O[C@H]([C@@H]([C@H]3O)NC(=O)C)O[C@H]4[C@H]([C@@H]([C@H](O[C@@H]4OC[C@@H]5[C@H]([C@@H]([C@@H]([C@@H](O5)O[C@@H]6[C@H](O[C@H]([C@@H]([C@H]6O)NC(=O)C)O[C@@H]7[C@H](O[C@H]([C@@H]([C@H]7O)NC(=O)C)O)CO)CO)O)O[C@@H]8[C@H]([C@H]([C@@H]([C@H](O8)CO)O)O)O[C@H]9[C@@H]([C@H]([C@@H]([C@H](O9)CO)O[C@H]1[C@@H]([C@H]([C@H]([C@H](O1)CO[C@@]1(C[C@@H]([C@H]([C@@H](O1)[C@@H]([C@@H](CO)O)O)NC(=O)C)O)C(=O)O)O)O)O)O)NC(=O)C)O)CO)O)O)CO)O)O)O)O The molecule is a branched amino oligosaccharide (undecasaccharide derivative) in which the alpha-D-mannosyl residue of a linear alpha-D-mannosyl-(1->4)-N-acetyl-beta-D-glucosaminyl-(1->4)-N-acetyl-beta-D-glucosamine sequence has linked to it (1->3) and (1->6) two branches each comprising alpha-sialyl, beta-D-galactosyl, N-acetyl-beta-D-glucosaminyl and alpha-D-mannosyl residues in a (2->6), (1->4) and (1->2) sequence. It has a role as an epitope. It is a glucosamine oligosaccharide and an amino oligosaccharide.